6-[amino(methyl)amino]-9-cyclobutyl-7H-purin-8-one NN(C1=C2NC(N(C2=NC=N1)C1CCC1)=O)C